FC(OC1=CC2=C(N=C(O2)C2=C(C(=CC=C2)C2=C(C(=CC=C2)C=2OC(=C(N2)C)CN2CCCC2)C)C)C=C1CN1[C@@H](CCC1)C(=O)OC)F methyl (2S)-1-[[6-(difluoromethoxy)-2-[2-methyl-3-[2-methyl-3-[4-methyl-5-(pyrrolidin-1-ylmethyl) oxazol-2-yl]phenyl]phenyl]-1,3-benzoxazol-5-yl]methyl]pyrrolidine-2-carboxylate